FC1(CCC(CC1)CCN1C(NC2=CC=C(C=C2C1=O)F)=S)F 3-(2-(4,4-Difluorocyclohexyl)ethyl)-6-fluoro-2-thioxo-2,3-dihydroquinazolin-4(1H)-one